ClC1=CC=C(C(=N1)C#N)N[C@H](C)C=1C=C(C=C2C(C(=C(OC12)C1=NC=CN=C1)C)=O)C 6-Chloro-3-[[(1R)-1-(3,6-dimethyl-4-oxo-2-pyrazin-2-yl-chromen-8-yl)ethyl]amino]pyridine-2-carbonitrile